(3R,4R)-4-((5-chloro-4-(2-(1-methylpiperidin-4-yl)oxazol-5-yl)pyrimidin-2-yl)amino)-1-(methylsulfonyl)piperidin-3-ol ClC=1C(=NC(=NC1)N[C@H]1[C@@H](CN(CC1)S(=O)(=O)C)O)C1=CN=C(O1)C1CCN(CC1)C